F[C@H]1[C@@](COC1)(C)N1CCC(CC1)C=1C=C2C=C(N=CC2=CC1C)NC(=O)C1CC12COCC2 N-(6-(1-((3S,4S)-4-fluoro-3-methyltetrahydrofuran-3-yl)piperidin-4-yl)-7-methylisoquinolin-3-yl)-5-oxaspiro[2.4]heptane-1-carboxamide